N1C(=NC=C1)[C@H](CC)N1C[C@]2(CCN3N=C(C=C32)C=3C=C(C(=NC3)N)OC(F)(F)F)CC1 5-{(3R)-1-[(1S)-1-(1H-imidazol-2-yl)propyl]-5',6'-dihydrospiro[pyrrolidine-3,4'-pyrrolo[1,2-b]pyrazol]-2'-yl}-3-(trifluoromethoxy)pyridin-2-amine